4-[(1S)-1-hydroxyethyl]benzonitrile O[C@@H](C)C1=CC=C(C#N)C=C1